4,5,6,7-tetramethylisobenzofuran-1,3-dione CC1=C2C(OC(C2=C(C(=C1C)C)C)=O)=O